ClC=1C=C2C(=CNC2=CC1)NC(=O)NC1=CC(=C(C=C1)OCCOC(F)(F)F)F 1-(5-chloro-1H-indol-3-yl)-3-(3-fluoro-4-(2-(trifluoromethoxy)ethoxy)phenyl)urea